B(O)(O)O.CC1=CN=C(S1)C1=CC=CC=C1 5-methyl-2-phenyl-thiazole borate